TRIFLUOROMONOCHLOROPROPENE FC(C(=C)Cl)(F)F